tert-Butyl N-tert-butoxycarbonyl-N-[6-methyl-5-[(2-methylpyrazole-3-carbonyl) amino]-2-pyridyl]carbamate C(C)(C)(C)OC(=O)N(C(OC(C)(C)C)=O)C1=NC(=C(C=C1)NC(=O)C=1N(N=CC1)C)C